2-chloro-4-(pentafluoro-λ6-sulfanyl)aniline ClC1=C(N)C=CC(=C1)S(F)(F)(F)(F)F